dimethyl-(methylthio)sulfonium trifluoromethanesulfonate FC(S(=O)(=O)[O-])(F)F.C[S+](SC)C